4-chloro-N-(3-fluorobicyclo[1.1.1]pentan-1-yl)thieno[3,2-c]pyridine-2-carboxamide Ethyl-Ortho-Silicate C(C)O[Si](O)(O)O.ClC1=NC=CC2=C1C=C(S2)C(=O)NC21CC(C2)(C1)F